(S)-2-amino-3-(4-(5-(4-cyanophenyl)-1,2,4-oxadiazol-3-yl)phenyl)propanoic acid hydrochloride Cl.N[C@H](C(=O)O)CC1=CC=C(C=C1)C1=NOC(=N1)C1=CC=C(C=C1)C#N